3-nitro-o-xylene CC1=C(C(=CC=C1)[N+](=O)[O-])C